ETHOXYPROPANOL CCC(O)OCC